N2-[4-(4-methylpiperazin-1-yl)phenyl]-5-[2-(triisopropylsilyl)ethynyl]pyrido[2,3-d]pyrimidine-2,7-diamine CN1CCN(CC1)C1=CC=C(C=C1)NC=1N=CC2=C(N1)N=C(C=C2C#C[Si](C(C)C)(C(C)C)C(C)C)N